FC1=C(C=CC=C1)C1=C(C(=NC=C1)N1CC2(COC2)C1)NC(=O)C=1C(=NN(C1)C)C N-(4-(2-fluorophenyl)-2-(2-oxa-6-azaspiro[3.3]heptan-6-yl)pyridin-3-yl)-1,3-dimethyl-1H-pyrazole-4-carboxamide